CN1N=CC(=C1)C1=CC=C2C(=N1)NC=C2C2=CC=1N(C=C2)N=CC1C=1C=NC=CC1 6-(1-methyl-1H-pyrazol-4-yl)-3-(3-(pyridin-3-yl)pyrazolo[1,5-a]pyridin-5-yl)-1H-pyrrolo[2,3-b]pyridine